1-[6-(oxan-2-yloxy)hexanoyl]-1,2,3,4-tetrahydropyrimidine-2,4-dione O1C(CCCC1)OCCCCCC(=O)N1C(NC(C=C1)=O)=O